OC1=C2C=3C(=C4C(=NC3C=C1)C1=CC3=C(C(N1C4)=O)COC([C@]3(O)CC)=O)CCC2 (S)-4-hydroxy-9-ethyl-9-hydroxy-1,2,3,9,12,15-hexahydro-10H,13H-benzo[de]pyrano[3',4':6,7]indolizino[1,2-b]quinoline-10,13-dione